Aminopropylsulfonic Acid NCCCS(=O)(=O)O